N,N-dimethyl-2-methylcarbamoyloxyimino-2-(methylthio)acetamide CN(C(C(SC)=NOC(NC)=O)=O)C